ClC=1C=C(CC2(CC2)OC(=O)N[C@H](C(=O)N[C@H](C(=O)O)C[C@H]2C(NCC2)=O)CC(C)C)C=CC1 (S)-2-((S)-2-(((1-(3-chlorobenzyl)cyclopropoxy)carbonyl)amino)-4-methylpentanamido)-3-((S)-2-oxopyrrolidin-3-yl)propanoic acid